4-amino-1-(4-bromophenyl)-3-isopropyl-1H-pyrazole-5-carbonitrile NC=1C(=NN(C1C#N)C1=CC=C(C=C1)Br)C(C)C